N=1C=CN2C1C=CC(=C2)CN2N=NC=1C2=NC(=CN1)C=1C=C(C=CC1)P(C)(C)=O (3-(1-(Imidazo[1,2-a]pyridin-6-ylmethyl)-1H-[1,2,3]triazolo[4,5-b]pyrazin-6-yl)phenyl)di-methylphosphine oxide